7-[5-CHLORO-2-(2H3)METHOXYPHENYL]-N-[(2,4-DIMETHOXYPHENYL)METHYL]CINNOLIN-4-AMINE ClC=1C=CC(=C(C1)C1=CC=C2C(=CN=NC2=C1)NCC1=C(C=C(C=C1)OC)OC)OC([2H])([2H])[2H]